4-Methyl-N-((7-(trifluoromethyl)-10H-phenoxazin-3-yl)methyl)piperazine-1-carboxamide CN1CCN(CC1)C(=O)NCC=1C=CC=2NC3=CC=C(C=C3OC2C1)C(F)(F)F